OC[C@]1(O[C@@H]2[C@H](O)[C@@H](O)[C@H](O)[C@H](O2)CO)[C@@H](O)[C@H](O)[C@H](O1)CO O-α-D-glucopyranosyl-(1→2) β-D-fructofuranoside